C(C1=CC=CC=C1)OC=1C(=C(OCCOC2=C(C=CC=C2)NC(C2=C(C(=CC=C2)OCC2=CC=CC=C2)OCC2=CC=CC=C2)=O)C=CC1OCC1=CC=CC=C1)OCOC N-(o-{2-[3,4-Bis(benzyloxy)-2-methoxymethoxyphenoxy]ethoxy}phenyl)2,3-bis(benzyloxy)benzamide